Calcium Silicate Aluminum Hydrate O.[Al+3].[Si]([O-])([O-])([O-])[O-].[Ca+2]